FC(COC(=O)NS(OC[C@H]1O[C@H]([C@H]([C@@H]1O)F)N1C2=NC=NC(=C2N=C1)NC1=CC(=CC=C1)SC(F)(F)F)(=O)=O)(F)F ((2R,3R,4S,5R)-4-fluoro-3-hydroxy-5-(6-((3-((trifluoromethyl)thio)phenyl)amino)-9H-purin-9-yl)tetrahydrofuran-2-yl)methyl ((2,2,2-trifluoroethoxy)carbonyl)sulfamate